1-(4-benzylpiperidin-1-yl)-3-(1-(3-isopropyl-[1,2,4]triazolo[4,3-b]pyridazin-6-yl)-3,5-dimethyl-1H-pyrazol-4-yl)propan-1-one C(C1=CC=CC=C1)C1CCN(CC1)C(CCC=1C(=NN(C1C)C=1C=CC=2N(N1)C(=NN2)C(C)C)C)=O